N'-(4-methoxyphenyl)-2-pyridinecarbohydrazide COC1=CC=C(C=C1)NNC(=O)C1=NC=CC=C1